N-(8-amino-3-fluoro-4-methyl-9-oxo-6,7,8,9-tetrahydro-5H-benzo[7]annulen-1-yl)acetamide hydrochloric acid salt Cl.NC1CCCC2=C(C1=O)C(=CC(=C2C)F)NC(C)=O